FC1=CC2=C(NC(=N2)C(=O)O)C=C1 5-fluoro-1H-benzo[d]imidazole-2-carboxylic acid